4-chloro-1H-pyrrolo[3,2-c]pyridine-7-carboxylic acid methyl ester COC(=O)C=1C2=C(C(=NC1)Cl)C=CN2